C(CCCCCCCCCCC(=O)OC)(=O)OC dimethyl dodecandioate